CC1C=CC2=CC=NC2=C1 6-methyl-6H-indole